1-((2S,4S)-1-acryloyl-2-(cyanomethyl)piperidin-4-yl)-7-(6-chloro-5-methyl-1H-indazol-4-yl)-4-(3-(dimethylamino)azetidin-1-yl)-6-fluoro-1H-[1,2,3]triazolo[4,5-c]quinoline-8-carbonitrile C(C=C)(=O)N1[C@@H](C[C@H](CC1)N1N=NC=2C(=NC=3C(=C(C(=CC3C21)C#N)C2=C1C=NNC1=CC(=C2C)Cl)F)N2CC(C2)N(C)C)CC#N